C1(CCCC1)=CCC/C(=C/CC/C(=C/CC[C@@](CCC=1C(C(=C(C(C1C)=O)C)C)=O)(C)O)/C)/C 2-((R,6E,10E)-14-cyclopentylidene-3-hydroxy-3,7,11-trimethyltetradeca-6,10-dien-1-yl)-3,5,6-trimethylcyclohexa-2,5-diene-1,4-dione